N1N=CC2=CC(=CC=C12)NC=1C=CC=2N(N1)C(=CN2)C2=NOC(=N2)CN2CCC(CC2)O 1-{{3-{6-[(1H-indazol-5-yl)amino]imidazo[1,2-b]pyridazin-3-yl}-1,2,4-oxadiazol-5-yl}methyl}piperidin-4-ol